(S)-2-((tert-Butoxycarbonyl)amino)-3-(3-cyclopentyl-4-propoxyphenyl)-propionic acid methyl ester COC([C@H](CC1=CC(=C(C=C1)OCCC)C1CCCC1)NC(=O)OC(C)(C)C)=O